(R)-4-(4-(4-chloro-2-fluorophenyl)-6,7-dimethylpteridin-2-yl)-2-(2-methoxypyridin-4-yl)morpholine ClC1=CC(=C(C=C1)C1=NC(=NC2=NC(=C(N=C12)C)C)N1C[C@H](OCC1)C1=CC(=NC=C1)OC)F